carbonic-tertiary-butyl-peroxy-(2-ethylhexyl)ester C(C)(C)(C)OOC(C(CCCC)CC)OC(O)=O